((2R,3S,4R,5R)-5-(4-aminopyrrolo[2,1-f][1,2,4]triazin-7-yl)-5-cyano-4-hydroxy-3-(propionyloxy)tetrahydrofuran-2-yl)methyl (S)-2-((tert-butoxycarbonyl)amino)-3,3-dimethylbutanoate C(C)(C)(C)OC(=O)N[C@H](C(=O)OC[C@H]1O[C@@]([C@@H]([C@@H]1OC(CC)=O)O)(C#N)C1=CC=C2C(=NC=NN21)N)C(C)(C)C